NC1=NC=2C=C(C(=CC2C2=C1COC2)C(=O)N([C@@H]2COC1=C2C=CC(=C1)C(F)(F)F)C1CC1)F 4-amino-N-cyclopropyl-7-fluoro-N-((3S)-6-(trifluoromethyl)-2,3-dihydro-1-benzofuran-3-yl)-1,3-dihydrofuro[3,4-c]quinoline-8-carboxamide